O1C(CCC1)C(C(=O)O)=C.C(C=C)(=O)OCC1CCCO1 tetrahydrofurfuryl acrylate (tetrahydrofurylacrylate)